ClC1=C(C(=CC=2NC(=NC21)CC2=C(C=C(C=C2)S(=O)(=O)CC2CC2)F)Cl)C2=C(C=CC=C2)OC(F)F 4,6-dichloro-2-(4-((cyclopropylmethyl)sulfonyl)-2-fluorobenzyl)-5-(2-(difluoromethoxy)phenyl)-1H-benzo[d]imidazole